FC=1C=CC2=C(C(=C(O2)B(O)O)C)C1 (5-fluoro-3-methylbenzofuran-2-yl)boronic acid